[Br-].C(C1=CC=CC=C1)[N+]1=CC(=C(C=C1)C(=O)OC)Br 1-benzyl-3-bromo-4-(methoxycarbonyl)pyridin-1-ium bromide